ClC=1C=C2C=NN(C2=CC1C1CC(C1)C(=O)OC)C1OCCCC1 methyl 3-(5-chloro-1-(tetrahydro-2H-pyran-2-yl)-1H-indazol-6-yl)cyclobutane-1-carboxylate